S1C(=NC=C1)CO 2-thiazolemethanol